[Ir].C1(=CC=CC=C1)C1=NC=CC=C1.C1(=CC=CC=C1)C1=NC=CC=C1 bis(2-Phenylpyridine) iridium